platinum monohydrate O.[Pt]